(S)-3-(4-(2-(5-((4,6-difluoro-1H-indol-5-yl)oxy)-2-fluorophenyl)-1H-imidazol-4-yl)-4-methylchroman-8-yl)propanoic acid FC1=C2C=CNC2=CC(=C1OC=1C=CC(=C(C1)C=1NC=C(N1)[C@]1(CCOC2=C(C=CC=C12)CCC(=O)O)C)F)F